tert-butyl 3-((4-bromophenyl)difluoromethyl)azetidine-1-carboxylate BrC1=CC=C(C=C1)C(C1CN(C1)C(=O)OC(C)(C)C)(F)F